C1(=CC=CC=C1)S(=O)(=O)[O-] PHENYLSULFONATE